C(=O)(OC(C)(C)C)N([C@@H](C)C(=O)O)I Boc-iodoalanine